CC(C(C#N)(C=C)C)CCC dimethyl-vinyl-hexanenitrile